Methyl (S)-4-nitro-3-((oxadiazine-2-ylmethyl)amino)benzoate [N+](=O)([O-])C1=C(C=C(C(=O)OC)C=C1)NCN1OC=CC=N1